rac-1-allyl-4-chloro-2-(4-methoxybenzyl)-3-oxoisoindoline-1-carboxylic acid methyl ester COC(=O)[C@@]1(N(C(C2=C(C=CC=C12)Cl)=O)CC1=CC=C(C=C1)OC)CC=C |r|